C(C)N1C[C@@H]([C@@H](CC1)NC=1C=2C=C(N(C2C=CC1)CC(F)(F)F)I)F N-[(3S,4R)-1-ethyl-3-fluoro-4-piperidyl]-2-iodo-1-(2,2,2-trifluoroethyl)indol-4-amine